CC(C(C=CC1=CC2=C(C=C1)OCO2)O)(C)C 4,4-Dimethyl-1-(3,4-methylenedioxyphenyl)-1-penten-3-ol